tert-butyl (2S)-2-[4-(chlorosulfonyl)-3,5-dimethoxyphenyl]pyrrolidine-1-carboxylate ClS(=O)(=O)C1=C(C=C(C=C1OC)[C@H]1N(CCC1)C(=O)OC(C)(C)C)OC